tert-Butyl 2-(3-(chlorosulfonyl)cyclobutyl)acetate ClS(=O)(=O)C1CC(C1)CC(=O)OC(C)(C)C